ClC=1C(=NC(=C(C1)Cl)Cl)O 3,5,6-trichloropyridine-2-ol